rac-(3'S,5S)-1'-[5-chloro-4-(trifluoromethyl)pyridin-3-yl]-2-(2-ethoxypyridin-3-yl)-3'-ethyl-7-pyrrolidin-3-ylspiro[6H-1,7-naphthyridine-5,4'-piperidine]-8-one ClC=1C(=C(C=NC1)N1C[C@H]([C@@]2(CC1)C=1C=CC(=NC1C(N(C2)C2CNCC2)=O)C=2C(=NC=CC2)OCC)CC)C(F)(F)F |r|